ClC1=C(C=CC=C1)C1=C(C(=NC=C1)C1CCC(CC1)(F)F)NC(=O)C=1C=NC(=NC1)C(C)C N-(4-(2-chlorophenyl)-2-(4,4-difluorocyclohexyl)pyridin-3-yl)-2-isopropylpyrimidine-5-carboxamide